FC(C1=CC=C(NC2=NC=CC=C2C2=CC=C(C(=O)O)C=C2)C=C1)(F)F 4-[2-[4-(trifluoromethyl)anilino]-3-pyridyl]benzoic acid